C(C)(=O)ONC(=N)C=1C=C(SC1)[C@@H](C)NC(=O)[C@@H]1C[C@](CN1C(CNC(CCCOC1=CC=CC=C1)=O)=O)(F)COCCCCCC(=O)OCC ethyl 6-(((3R,5S)-5-(((R)-1-(4-(N-acetoxycarbamimidoyl)thiophen-2-yl)ethyl)carbamoyl)-3-fluoro-1-((4-phenoxybutanoyl) glycyl)pyrrolidin-3-yl)methoxy)hexanoate